ethyl 2-((2-(5-cyano-2-fluorophenyl)-2-oxoethyl) amino)-2-oxoacetate C(#N)C=1C=CC(=C(C1)C(CNC(C(=O)OCC)=O)=O)F